ClC=1C=C(C=C2C(=C(C=NC12)C#N)NCC(C)(C)C)N[C@H](C=1N=NN(C1)C1(CC1)C(F)(F)F)C1=CC=CC2=CN(N=C12)C (S)-8-chloro-6-(((2-methyl-2H-indazol-7-yl)(1-(1-(trifluoromethyl)cyclopropyl)-1H-1,2,3-triazol-4-yl)methyl)amino)-4-(neopentylamino)quinoline-3-carbonitrile